Cl.Cl.Cl.N1(CCNCC1)C=O (piperazin-1-yl)methanone trihydrochloride